pivaloyl phenylphosphinate C1(=CC=CC=C1)P(OC(C(C)(C)C)=O)=O